N-[2-(5-amino-1,3,4-thiadiazol-2-yl)-4-chloro-6-meth-ylphenyl]-3-bromo-1-(3-chloro-2-pyridinyl)-1H-pyrazole-5-carboxamide NC1=NN=C(S1)C1=C(C(=CC(=C1)Cl)C)NC(=O)C1=CC(=NN1C1=NC=CC=C1Cl)Br